N[C@@H]1C2=CC=CC=C2CC12CCN(CC2)C=2C(=NC(=CN2)C#CCN2C=CC1=CC(=CC=C21)[N+](=O)[O-])CO (S)-(3-(1-amino-1,3-dihydrospiro[indene-2,4'-piperidine]-1'-yl)-6-(3-(5-nitro-1H-indol-1-yl)prop-1-yn-1-yl)pyrazin-2-yl)methanol